ethyl 3-(3-tert-butoxy-3-oxopropyl)-6-(hydroxymethyl)pyridine-2-carboxylate C(C)(C)(C)OC(CCC=1C(=NC(=CC1)CO)C(=O)OCC)=O